(R)-tert-butyl 2-((7-chloro-6-fluoro-2-methyl-4-carbonylquinolin-1(4H)-yl)methyl)pyrrolidine-1-carboxylate ClC1=C(C=C2C(C=C(N(C2=C1)C[C@@H]1N(CCC1)C(=O)OC(C)(C)C)C)=C=O)F